4-chloro-3'-methylbiphenyl-3-carboxylic acid ClC1=C(C=C(C=C1)C1=CC(=CC=C1)C)C(=O)O